(R)-(4-(4-methylpyrazolo[1,5-a]pyridin-2-yl)-1,4,6,7-tetrahydro-5H-imidazo[4,5-c]pyridin-5-yl)(5-(pyridin-2-yl)-1,3,4-thiadiazol-2-yl)methanone CC=1C=2N(C=CC1)N=C(C2)[C@@H]2N(CCC1=C2N=CN1)C(=O)C=1SC(=NN1)C1=NC=CC=C1